1-((7-(3-ethoxypropionyl)-10-hydroxy-7-azaspiro[4.5]decan-10-yl)methyl)-N,N-dimethyl-6-oxo-4-phenyl-1,6-dihydropyridine-3-carboxamide C(C)OCCC(=O)N1CC2(CCCC2)C(CC1)(O)CN1C=C(C(=CC1=O)C1=CC=CC=C1)C(=O)N(C)C